isopentenylaminomethyl-2-thio-uridine C(CC(=C)C)NC[C@@]1([C@H](O)[C@H](O)[C@@H](CO)O1)N1C(=S)NC(=O)C=C1